5-(3-(trifluoromethyl)phenyl)-N-(3-(2-(dimethylamino)propyl)-1,2,4-thiadiazol-5-yl)thiophene-3-carboxamide FC(C=1C=C(C=CC1)C1=CC(=CS1)C(=O)NC1=NC(=NS1)CC(C)N(C)C)(F)F